N[C@@H]1C[C@H](CC1)NC1=NC=C2C=C(N=C(C2=C1)NC1CCCC1)C#N 7-(((1S,3S)-3-aminocyclopentyl)amino)-1-(cyclopentylamino)-2,6-naphthyridine-3-carbonitrile